2-((1R,5R)-3-(hydroxymethyl)-5-(prop-1-en-2-yl)cyclopent-2-en-1-yl)-5-(2-methyloctan-2-yl)benzene-1,3-diol OCC1=C[C@H]([C@@H](C1)C(=C)C)C1=C(C=C(C=C1O)C(C)(CCCCCC)C)O